C(C=C)(=O)NC(C(C)C)S(=O)(=O)[O-] Acrylamido-2-methyl-1-propanesulfonate